ClC=1C=C(C=CC1F)C(C1=NC2=C(CCCNS2(=O)=O)N1COCC[Si](C)(C)C)C1=CC(=C(C=C1)F)Cl 7-(bis(3-chloro-4-fluorophenyl)methyl)-6-((2-(trimethylsilyl)ethoxy)methyl)-3,4,5,6-tetrahydro-2H-imidazo[4,5-f][1,2]thiazepine 1,1-dioxide